trans-3-(benzyloxy)-1-methylcyclobutyl 6-oxo-7-oxa-2,5-diazaspiro[3.4]octane-2-carboxylate O=C1NC2(CN(C2)C(=O)OC2(CC(C2)OCC2=CC=CC=C2)C)CO1